tert-butyl (2-((5-((4-(bis(2,4-dimethoxybenzyl)amino)-2-(((R or S)-1-hydroxyhexan-3-yl)oxy)imidazo[2,1-f][1,2,4]triazin-7-yl)methyl)pyridin-2-yl)oxy) propyl)(methyl)carbamate COC1=C(CN(C2=NC(=NN3C2=NC=C3CC=3C=CC(=NC3)OC(CN(C(OC(C)(C)C)=O)C)C)O[C@@H](CCO)CCC)CC3=C(C=C(C=C3)OC)OC)C=CC(=C1)OC |o1:36|